CC=1C(=NC=C(C1)C)NC=1SC(=CN1)SC=1C(=CC(=C(C(=O)N2CCN(CC2)C(C=C)=O)C1)C)C 1-(4-(5-((2-((3,5-dimethylpyridin-2-yl)amino)thiazol-5-yl)thio)-2,4-dimethylbenzoyl)piperazin-1-yl)prop-2-en-1-one